(2R)-2-amino-2-(4-bromophenyl)acetic acid methyl ester hydrochloride Cl.COC([C@@H](C1=CC=C(C=C1)Br)N)=O